C12(CC3(CC(CC(C1)C3)(C2)C(=O)Cl)C(=O)Cl)C(=O)Cl adamantane-1,3,5-tricarbonyl trichloride